C(N)(OC1=NC=2C=CC=CC2C2=C1N=C(N2CC(C)(C)O)COCC)=O ethoxymethyl-1-(2-hydroxy-2-methylpropyl)-1H-imidazo[4,5-c]quinolin-4-yl carbamate